COC(=O)[C@@H]1[C@H]2CC[C@@H](C[C@@H]1C1=CC=C(C=C1)I)N2 (1R,2S,3S,5S)-methyl-3-(4-iodophenyl)-8-azabicyclo[3.2.1]octane-2-carboxylate